(R)-3-(3-methyl-2-oxobutylsulfonamido)-N-(4-(trifluoromethoxy)phenyl)piperidine-1-carboxamide CC(C(CS(=O)(=O)N[C@H]1CN(CCC1)C(=O)NC1=CC=C(C=C1)OC(F)(F)F)=O)C